5-CHLORO-1-CYCLOHEXYL-3-PROPYL-1H-PYRAZOLE-4-CARBALDEHYDE ClC1=C(C(=NN1C1CCCCC1)CCC)C=O